COC(=O)C1=CC=C2C(=N1)C=CN2C2COC2 1-(oxetan-3-yl)-1H-pyrrolo[3,2-b]Pyridine-5-carboxylic acid methyl ester